FC1(C(C1)C1=C(C=CC=C1F)C1C2=C(NC(=C1C(=O)OC)C)COC2=O)F methyl 4-(2-(2,2-difluorocyclopropyl)-3-fluorophenyl)-2-methyl-5-oxo-1,4,5,7-tetrahydrofuro[3,4-b]pyridine-3-carboxylate